3-benzyl-6-isopropylpiperazine-2,5-dione C(C1=CC=CC=C1)C1C(NC(C(N1)=O)C(C)C)=O